[Ca].C(CCCCCCCCCCC)OS(=O)(=O)C1=CC=CC=C1 dodecylbenzenesulfonate Calcium